trans-N-(3-(5-fluoropyrimidin-2-yl)-4-(trifluoromethyl)phenyl)-3-methyl-1-(5-methyl-1,3,4-oxadiazol-2-yl)-6-azabicyclo[3.1.1]heptane-6-carboxamide FC=1C=NC(=NC1)C=1C=C(C=CC1C(F)(F)F)NC(=O)N1C2CC(CC1(C2)C=2OC(=NN2)C)C